1-(1-(3-bromo-2-fluorophenyl)-3-(trifluoromethyl)-1H-pyrazol-5-yl)-N-methylmethanamine BrC=1C(=C(C=CC1)N1N=C(C=C1CNC)C(F)(F)F)F